mono-oleyl alcohol C(CCCCCCC\C=C/CCCCCCCC)O